(1S,3S)-3-(4-(5-chloro-3-(hydroxymethyl)thiophen-2-yl)-2-fluorophenoxy)cyclohexane-1-carboxylic acid ClC1=CC(=C(S1)C1=CC(=C(O[C@@H]2C[C@H](CCC2)C(=O)O)C=C1)F)CO